ClC1=C(OC=2N=C(SC2C2=NC(=NC=C2)N[C@@H]2CN(C[C@H](C2)F)C(=O)OC(C)(C)C)C)C=CC(=C1)/N=C/N(C)C tert-butyl (3S,5S)-3-[[4-[4-[2-chloro-4-[(E)-dimethylaminomethyleneamino]phenoxy]-2-methyl-thiazol-5-yl]pyrimidin-2-yl]amino]-5-fluoro-piperidine-1-carboxylate